ethyl 4-((5-((8-(1-isobutyl-1H-pyrazol-5-yl)quinazolin-2-yl)amino)-2-methoxyphenyl)carbamoyl)benzoate C(C(C)C)N1N=CC=C1C=1C=CC=C2C=NC(=NC12)NC=1C=CC(=C(C1)NC(=O)C1=CC=C(C(=O)OCC)C=C1)OC